ClC1=C(C=C(C=2C3=C(NC12)[C@@H](CNC(C3)=O)C)OCC#N)Cl |r| racemic-2-((7,8-dichloro-5-methyl-2-oxo-1,2,3,4,5,6-hexahydroazepino[4,5-b]indol-10-yl)oxy)acetonitrile